N[C@]1(C=CC2=CC=CC=C12)O (1R,2S)-1-amino-indenol